(S)-piperazine-2-carboxylic acid N1[C@@H](CNCC1)C(=O)O